ClCC1=CC(=NN1C)C(=O)OC Methyl 5-(chloromethyl)-1-methyl-1H-pyrazole-3-carboxylate